CNC(=O)C=1C=CC=2N3[C@@H](COCC2N1)CNCC3 |r| (±)-N-Methyl-1,2,3,4,4a,5-hexahydro-7H-pyrazino[2,1-c]pyrido[3,2-e][1,4]oxazepine-9-carboxamide